2-(2,6-dichlorobenzyl)thio-5-phenyl-1,3,4-oxadiazole ClC1=C(CSC=2OC(=NN2)C2=CC=CC=C2)C(=CC=C1)Cl